COC1=CC=C(C(=N1)C)N1CNC2=CC(=CC=C2C1=O)OC(F)(F)F 3-(6-methoxy-2-methylpyridin-3-yl)-7-(trifluoromethoxy)-2,3-dihydroquinazolin-4(1H)-one